2-iodo-3-(2,2,2-trifluoroethoxy)pyridine IC1=NC=CC=C1OCC(F)(F)F